S(=O)([O-])[O-].[Au+3].[Na+].S(=O)([O-])[O-] sodium gold sulfite salt